tert-butyl (4-((3-((3-carbamoyl-5-ethyl-6-((tetrahydro-2H-pyran-4-yl)amino)pyrazin-2-yl)amino)-5-methoxyphenethyl)amino)-4-oxobutyl)(methyl)carbamate C(N)(=O)C=1C(=NC(=C(N1)CC)NC1CCOCC1)NC=1C=C(CCNC(CCCN(C(OC(C)(C)C)=O)C)=O)C=C(C1)OC